(6S,9S,12S,15S,18R,19R)-9-(aminomethyl)-19-decyl-15-isobutyl-12-(3-methoxypropyl)-16,18-dimethyl-6-[(1S)-1-hydroxyethyl]-1-oxa-4,7,10,13,16-pentazacyclononadecane-2,5,8,11,14,17-hexone NC[C@H]1C(N[C@H](C(NCC(O[C@@H]([C@H](C(N([C@H](C(N[C@H](C(N1)=O)CCCOC)=O)CC(C)C)C)=O)C)CCCCCCCCCC)=O)=O)[C@H](C)O)=O